N-(4-(4-formamidophenyl)-5-methylpyrimidin-2-yl)-3,5-bis(trifluoromethyl)benzamide Quinazolin-6-yl-trifluoromethanesulfonate N1=CN=CC2=CC(=CC=C12)OS(=O)(=O)C(F)(F)F.C(=O)NC1=CC=C(C=C1)C1=NC(=NC=C1C)NC(C1=CC(=CC(=C1)C(F)(F)F)C(F)(F)F)=O